NC1=C(C(=O)OC)C(=CC(=C1)Br)F methyl 2-amino-4-bromo-6-fluoro-benzoate